1-[(3R)-piperidin-3-ylmethoxy]-7-(prop-2-yloxy)isoquinoline-6-carboxamide N1C[C@@H](CCC1)COC1=NC=CC2=CC(=C(C=C12)OC(C)C)C(=O)N